2,2'-(1,2-piperidinediyl)diethyl alcohol N1(C(CCCC1)CCO)CCO